tris[2-tert-butyl-4-(5-tert-butyl-4-hydroxy-2-methylphenyl) sulfanyl-5-methylphenyl] phosphite P(OC1=C(C=C(C(=C1)C)SC1=C(C=C(C(=C1)C(C)(C)C)O)C)C(C)(C)C)(OC1=C(C=C(C(=C1)C)SC1=C(C=C(C(=C1)C(C)(C)C)O)C)C(C)(C)C)OC1=C(C=C(C(=C1)C)SC1=C(C=C(C(=C1)C(C)(C)C)O)C)C(C)(C)C